2-chloro-6-hydroxybenzaldehyde ClC1=C(C=O)C(=CC=C1)O